CNC=1N=CC(=C2C=C(N=CC12)NC(=O)C1CC1)C#CC1=CC=C(C=C1)S(=O)(=O)C N-(8-(methylamino)-5-((4-(methylsulfonyl)phenyl)ethynyl)-2,7-naphthyridin-3-yl)cyclopropanecarboxamide